N1(CCCCC1)C(=O)OC1=CC=C(C=C1)C1C[C@]2(OOC3(C4CC5CC(CC3C5)C4)O2)CCC1 p-{(1R)-Dispiro[cyclohexane-1,3'-[1,2,4]trioxolane-5',2''-tricyclo[3.3.1.13,7]decan]-3-yl}phenyl 1-piperidinecarboxylate